COCCN1CCC(CC1)NC1=C2C=C(N(C2=CC=C1)CC(F)(F)F)C#CCNC1=CC=C(C=C1)S(=O)(=O)N 4-{[3-(4-{[1-(2-methoxyethyl)piperidin-4-yl]amino}-1-(2,2,2-trifluoroethyl)-1H-indol-2-yl)prop-2-yn-1-yl]amino}benzene-1-sulfonamide